5-(3,5-difluorobenzoyl)-2-fluorobenzonitrile FC=1C=C(C(=O)C=2C=CC(=C(C#N)C2)F)C=C(C1)F